C1(CC1)COC1=CC=C(C=N1)C=1C(=CC(=C(C1)NC(=O)C1=CN(C(C=C1C(F)F)=O)C)N1C[C@H](N(CC1)C)C)F N-[5-[6-(cyclopropylmethoxy)pyridin-3-yl]-4-fluoro-2-[(3R)-3,4-dimethylpiperazin-1-yl]phenyl]-4-(difluoromethyl)-1-methyl-6-oxopyridine-3-carboxamide